(cyclopentadienyl)dimethyltriethylsilylmethyl-platinum C1(C=CC=C1)[Pt](C[Si](CC)(CC)CC)(C)C